C(/C=C/CN)C(C(=O)O)N dehydrolysine